2-methyl-propene-1-sulfonic acid sodium salt [Na+].CC(=CS(=O)(=O)[O-])C